COC(=O)C1=CC=2C(C=N1)=CN(N2)C.OC2=C(C=C(C=C2C)C(C2=CC(=C(C=C2)O)OC)C2=CC(=C(C(=C2)C)O)C)C bis(4-hydroxy-3,5-dimethylphenyl)-(4-hydroxy-3-methoxyphenyl)methane methyl-2-methyl-2H-pyrazolo[4,3-c]pyridine-6-carboxylate